(S)-3-(isoquinolin-4-yl)-1-(4-methylpyrimidin-2-yl)-2-oxoimidazoline-4-carbonitrile C1=NC=C(C2=CC=CC=C12)N1C(N(C[C@H]1C#N)C1=NC=CC(=N1)C)=O